FC(OC[C@@H](C1=CC(=CC=C1)OC(F)F)NC(C[C@](C)(O)C1(CC1)F)=O)F (S)-N-((R)-2-(Difluoromethoxy)-1-(3-(difluoromethoxy)phenyl)ethyl)-3-(1-fluorocyclopropyl)-3-hydroxybutanamid